P(=O)(O)(O)O[C@H]1[C@]([C@@H](O[C@@H]1CO)N1C=NC=2C(=O)NC(N)=NC12)(O)F 2'-fLuoroguanosine-3'-phosphate